COC1=C(C=CC=C1)S(=O)(=O)NC1=NOC2=C1C=C(C(=C2)NC2=CC(=NN2)C)OC 2-Methoxy-N-{5-methoxy-6-[(3-methyl-1H-pyrazol-5-yl)amino]-1,2-benzoxazol-3-yl}benzene-1-sulfonamide